14,15-epoxy-eicosatrienoic acid C(C=CC=CC=CCCCCCCC1C(CCCCC)O1)(=O)O